2,5-dimethoxy-4-iodophenylpropanamine hydrochloride Cl.COC1=C(C=C(C(=C1)I)OC)C(CC)N